4-amino-1-benzyl-6-trifluoromethyl-1,3-dihydro-imidazo[4,5-c]pyridine-2-one NC1=NC(=CC2=C1NC(N2CC2=CC=CC=C2)=O)C(F)(F)F